NC1=NC(=NC=C1CNC(=O)C1(CC1)C#N)C1=CC(=C(C=C1)Cl)C(F)(F)F N-((4-amino-2-(4-chloro-3-(trifluoromethyl)phenyl)pyrimidin-5-yl)methyl)-1-cyanocyclopropane-1-carboxamide